C(\C=C\C1=CC(OC)=C(O)C=C1)(=O)SCCNC(CCNC([C@@H](C(COP(OP(OC[C@@H]1[C@H]([C@H]([C@@H](O1)N1C=NC=2C(N)=NC=NC12)O)OP(=O)(O)O)(=O)O)(=O)O)(C)C)O)=O)=O Feruloyl-CoA